CC(CC)NC(CN1CC(CCC1)C=O)=O N-(BUTAN-2-YL)-2-(3-FORMYLPIPERIDIN-1-YL)ACETAMIDE